O.[PH2](=O)[O-].[Na+] Sodium hypophosphite mono-hydrate